3-(2-(4-methoxybenzoyl)-1,2,3,4-tetrahydroisoquinolin-5-yl)-3-(4-cyanophenyl)propanoic acid COC1=CC=C(C(=O)N2CC3=CC=CC(=C3CC2)C(CC(=O)O)C2=CC=C(C=C2)C#N)C=C1